FC=1C(=C(N)C=CC1)N1CCC(CC1)CN1CC2OC(C1)C2 3-fluoro-2-[4-(6-oxa-3-azabicyclo[3.1.1]heptan-3-ylmethyl)piperidin-1-yl]aniline